5-methoxy-1-(5-(methylsulfonyl)pyridin-2-yl)-1H-pyrazole-4-carboxylic acid ethyl ester C(C)OC(=O)C=1C=NN(C1OC)C1=NC=C(C=C1)S(=O)(=O)C